trifluoroacetyl-pentafluorophenol FC(C(=O)OC1=C(C(=C(C(=C1F)F)F)F)F)(F)F